OC1=C(C=CC(=C1)C(F)(F)F)C1=C(N=C(N=N1)N1C[C@@H](C([C@@H](C1)C)O)C)C (3S,4r,5R)-1-(6-(2-hydroxy-4-(trifluoromethyl)phenyl)-5-methyl-1,2,4-triazin-3-yl)-3,5-dimethylpiperidin-4-ol